4-(2-Amino-2-methylpropanoyl)-N-(1-(4-(2-(trans-4-amino-3-methylpiperidin-1-yl)ethyl)phenyl)-2-oxo-1,2-dihydropyrimidin-4-yl)piperazine-1-carboxamide hydrochloride salt Cl.NC(C(=O)N1CCN(CC1)C(=O)NC1=NC(N(C=C1)C1=CC=C(C=C1)CCN1C[C@H]([C@@H](CC1)N)C)=O)(C)C